O=C1NC(CCC1N1C(N(C2=C1C=CC=C2CCCOCCOCCOCCOCCNC(OC(C)(C)C)=O)C)=O)=O Tert-butyl N-[2-[2-[2-[2-[3-[1-(2,6-dioxo-3-piperidyl)-3-methyl-2-oxo-benzimidazol-4-yl] propoxy]ethoxy]ethoxy]ethoxy]ethyl]carbamate